BrC1=C(C=C(C=C1)[N+](=O)[O-])C(=O)N1C[C@@H](CC1)O (R)-(2-bromo-5-nitrophenyl)(3-hydroxypyrrolidin-1-yl)methanone